1-(6-{2-[({3-methyl-4'-[(trifluoromethyl)oxy]-4-biphenylyl}methyl)oxy]phenyl}-2-pyridinyl)-5-(trifluoromethyl)-1H-pyrazole-4-carboxylic acid CC=1C=C(C=CC1COC1=C(C=CC=C1)C1=CC=CC(=N1)N1N=CC(=C1C(F)(F)F)C(=O)O)C1=CC=C(C=C1)OC(F)(F)F